C(C)(C)(C)OC(=O)N(C1CCN(CC1)C1=NC=C(C(=C1CC#N)C1=CC(=C(C=C1)C#N)F)C1=CC(=C(C=C1)OC)O)CC1=CC=C(C=C1)/C=C/C(=O)OC Methyl (E)-3-(4-({[(tert-butoxy)carbonyl](1-(4-(4-cyano-3-fluorophenyl)-3-(cyanomethyl)-5-(3-hydroxy-4-methoxyphenyl) pyridin-2-yl)piperidin-4-yl)amino}methyl)phenyl)prop-2-enoate